CC(CN(C1=C(C=C(C=C1)[N+](=O)[O-])C[S@](=O)C)C)(C)NC(OC(C)(C)C)=O |r| (±)-tert-butyl 2-methyl-1-(methyl(2-(methylsulfinylmethyl)-4-nitrophenyl)amino)propan-2-ylcarbamate